3-[7-(hydroxymethyl)-6,7-dimethyl-5-oxopyrrolo[3,4-b]pyridin-2-yl]-1H-indole-7-carbonitrile OCC1(N(C(C=2C1=NC(=CC2)C2=CNC1=C(C=CC=C21)C#N)=O)C)C